ClC1=CC=C(C(=N1)C(=O)NS(=O)(=O)C)N[C@H](C)C=1C=C(C=C2C(N(C(=NC12)N1C[C@H]2C([C@H]2C1)C1=NC=C(C=C1)C#N)C)=O)C 6-chloro-3-(((R)-1-(2-((1R,5S,6R)-6-(5-cyanopyridin-2-yl)-3-azabicyclo[3.1.0]hexan-3-yl)-3,6-dimethyl-4-oxo-3,4-dihydroquinazolin-8-yl)ethyl)amino)-N-(methylsulfonyl)picolinamide